5-morpholino-4-oxo-pentanoic acid O1CCN(CC1)CC(CCC(=O)O)=O